SCSC(CC=1SSC=CC1)SCS (bis(mercaptomethylthio)ethyl)dithiine